CC1N(CCN(C1)C)C1=CC=C(C=C1)B(O)O (4-(2,4-dimethylpiperazin-1-yl)phenyl)boronic acid